C(C1=CC=CC=C1)C=1NC(=NN1)C(=O)NC1=NC=NC(=C1)C1=C(C=CC(=C1)OCC1CCOCC1)C(F)(F)F 5-benzyl-N-(6-(5-((tetrahydro-2H-pyran-4-yl)methoxy)-2-(trifluoromethyl)phenyl)pyrimidin-4-yl)-4H-1,2,4-triazole-3-carboxamide